C1(=C(C=CC=C1)[I+]C(C)C)C tolyl-isoPropyliodonium